ClC1=C(CN2N=C(C=C2C(=O)N)C2=CC(=C(C(=C2)OC)OC)OC)C=CC=C1 (2-chlorobenzyl)-3-(3,4,5-trimethoxyphenyl)-1H-pyrazole-5-carboxamide